((2S,5R)-2-ethyl-5-methyl-4-(1-(quinoxalin-6-yl)ethyl)piperazin-1-yl)-4-methyl-2-(tetrahydro-2H-pyran-2-yl)-2,4-dihydro-5H-pyrazolo[4,3-b]pyridin-5-one C(C)[C@@H]1N(C[C@H](N(C1)C(C)C=1C=C2N=CC=NC2=CC1)C)C=1N(N=C2C1N(C(C=C2)=O)C)C2OCCCC2